N[C@@H]1C(C(=C(C([C@H]1C1=C(C2=NC(=CC(=C2S1)NCC1=CC=CC=C1)Cl)C)([2H])[2H])[2H])[2H])([2H])[2H] 2-((1R,6R)-6-aminocyclohex-3-en-1-yl-2,2,3,4,5,5-d6)-N-benzyl-5-chloro-3-methylthieno[3,2-b]pyridin-7-amine